C(C=C)C1(CCN(CC1)C(=O)OC(C)(C)C)C(=O)OCC 1-tert-butyl 4-ethyl 4-allylpiperidine-1,4-dicarboxylate